C(C)(C)(C)OC(=O)N1C(CC(CC1)(C(F)(F)F)O)C1=NC(=C(C=C1)N)N (rac)-2-(5,6-diaminopyridin-2-yl)-4-hydroxy-4-(trifluoromethyl)-piperidine-1-carboxylic acid Tert-butyl ester